bis-(4-t-butyl-benzoic acid) aluminum hydroxide [OH-].[Al+3].C(C)(C)(C)C1=CC=C(C(=O)O)C=C1.C(C)(C)(C)C1=CC=C(C(=O)O)C=C1.[OH-].[OH-]